1-(3-methoxy-4-nitrobenzoyl)-2-[4-(trimethylsilyl)buta-1,3-diyn-1-yl]piperidine COC=1C=C(C(=O)N2C(CCCC2)C#CC#C[Si](C)(C)C)C=CC1[N+](=O)[O-]